C(OC1(C(C(/C(=C(/C2=CC=C(O[Si](C(C)C)(C(C)C)C(C)C)C=C2)\[2H])/[2H])(C=C(C1)OC([2H])([2H])[2H])[2H])([2H])[2H])[2H])([2H])([2H])[2H] (E)-(4-(3,5-bis(methoxy-d3)styryl-d6)phenoxy)triisopropylsilane